N-((3-chlorophenyl)aminomethylthio)-3,7-dimethyloct-6-enamide ClC=1C=C(C=CC1)NCSNC(CC(CCC=C(C)C)C)=O